3-(acryloyloxy)propanoic acid C(C=C)(=O)OCCC(=O)O